1-[(2R,4S)-4-[4-amino-3-[2-(1-cyclopropyl-4,6-difluoro-1,3-benzodiazol-5-yl)ethynyl]pyrazolo[3,4-d]pyrimidin-1-yl]-2-(methoxymethyl)pyrrolidin-1-yl]prop-2-en-1-one NC1=C2C(=NC=N1)N(N=C2C#CC2=C(C1=C(N(C=N1)C1CC1)C=C2F)F)[C@H]2C[C@@H](N(C2)C(C=C)=O)COC